[(2S,3S,5R)-5-[6-(benzylamino)purin-9-yl]-3,4-dihydroxy-tetrahydrofuran-2-yl]methylsulfanyl-methylphosphonic acid C(C1=CC=CC=C1)NC1=C2N=CN(C2=NC=N1)[C@H]1C([C@@H]([C@H](O1)CSCP(O)(O)=O)O)O